N,N-Bis(carboxymethyl)-L-alanin C(=O)(O)CN([C@@H](C)C(=O)O)CC(=O)O